(E)-5-[3-(3-Chloro-10,11-dihydro-5H-dibenzo[b,f]azepin-5-yl)propyl-methyl-amino]pent-3-en ClC=1C=CC2=C(N(C3=C(CC2)C=CC=C3)CCCN(C/C=C/CC)C)C1